FC=1C(=C(C=CC1F)[C@@H]1[C@@H](O[C@]([C@H]1C)(C(F)(F)F)C)C(=O)NC1=CC(=NC=N1)C(=O)N)OC 6-[[(2R,3R,4S,5R)-3-(3,4-difluoro-2-methoxy-phenyl)-4,5-dimethyl-5-(trifluoromethyl)tetrahydrofuran-2-carbonyl]amino]pyrimidine-4-carboxamide